P(=O)(=O)C1OCC2(CO1)COC(OC2)P(=O)=O 2,4,8,10-tetraoxa-3,9-diphosphospiro[5.5]undecane